4-(3H-[1,2,3]triazolo[4,5-b]pyridin-3-yl)benzoic acid N1=NN(C2=NC=CC=C21)C2=CC=C(C(=O)O)C=C2